(R)-N-(2-(4-cyanothiazolidin-3-yl)-2-oxoethyl)-6-(2,3-dihydro-4H-benzo[b][1,4]oxazin-4-yl)quinoline-4-carboxamide C(#N)[C@H]1N(CSC1)C(CNC(=O)C1=CC=NC2=CC=C(C=C12)N1C2=C(OCC1)C=CC=C2)=O